ClCC1=CC(=NC=C1)C=1C=C2CN(C(C2=CC1)=O)C1C(NC(CC1)=O)=O 3-(5-(4-(chloromethyl)pyridin-2-yl)-1-oxoisoindolin-2-yl)piperidine-2,6-dione